6-methyl-4-[(1-methylcyclopropyl)amino]-N-(thiophen-2-ylmethyl)furo[2,3-d]pyrimidine-5-carboxamide CC1=C(C2=C(N=CN=C2NC2(CC2)C)O1)C(=O)NCC=1SC=CC1